ethyl (S)-6-hydroxy-3-methylhexanoate OCCC[C@@H](CC(=O)OCC)C